C(C)OCOC1=C(C(=CC(=C1)C)C)C1=CN=C(N=N1)S(=O)(=O)C 6-(2-(Ethoxymethoxy)-4,6-dimethylphenyl)-3-(methylsulfonyl)-1,2,4-triazine